2-(2H-benzotriazole-2-yl)-4,6-di-tert-pentylphenol N=1N(N=C2C1C=CC=C2)C2=C(C(=CC(=C2)C(C)(C)CC)C(C)(C)CC)O